methyl-5-benzyl-3-((1-isopropyl-1H-pyrrolo[2,3-b]pyridine-4-carboxamido)methyl)-4,5-dihydroisoxazole CC1C(=NOC1CC1=CC=CC=C1)CNC(=O)C=1C2=C(N=CC1)N(C=C2)C(C)C